3-Chloro-10-methyl-5-(4-{methyl[(E)-4-oxopent-2-en-1-yl]amino}butyl)-5,10-dihydro-11H-dibenzo[b,e][1,4]diazepin-11-one ClC=1C=CC2=C(N(C3=C(N(C2=O)C)C=CC=C3)CCCCN(C\C=C\C(C)=O)C)C1